(tert-butoxycarbonylamino)-3-(6-methyl-2-oxo-3,4-dihydro-1H-quinolin-3-yl)propionic acid methyl ester COC(C(CC1C(NC2=CC=C(C=C2C1)C)=O)NC(=O)OC(C)(C)C)=O